2-methyl-5-(2-methyl-4-nitrophenoxy)pyridine CC1=NC=C(C=C1)OC1=C(C=C(C=C1)[N+](=O)[O-])C